ClC1=C(C=CN2C1=NC(=CC2=O)C(F)(F)F)OC 9-chloro-8-methoxy-2-(trifluoromethyl)-4H-pyrido[1,2-a]pyrimidin-4-one